C(C(S)(S)S)(S)(S)S ethane-1,1,1,2,2,2-hexathiol